OC(=O)C(F)(F)F.FC1=CC(=C(C=C1)NC=1C(=NC=NC1)N1CC2(C1)CN(C2)CC2CCOCC2)C=2C(=NOC2C)C(C)C N-(4-fluoro-2-(3-isopropyl-5-methylisoxazol-4-yl)phenyl)-4-(6-((tetrahydro-2H-pyran-4-yl)methyl)-2,6-diazaspiro[3.3]Heptane-2-yl)pyrimidin-5-amine TFA salt